C1(=C(C=CC=C1)OC1=C(C=CC=C1)C(=O)O)C carboxy-phenyl tolyl ether